ICC1=CC=C(C=O)C=C1 4-(iodomethyl)benzaldehyde